Methyl-(7H-pyrrolo[2,3-d]pyrimidin-4-yl)-[3-(2,2,2-trifluoro-ethyl)-3-aza-spiro[5.5]undec-9-yl]-amine CN(C1CCC2(CCN(CC2)CC(F)(F)F)CC1)C=1C2=C(N=CN1)NC=C2